{4-[4-Isopropylamino-6-(6-trifluoromethyl-pyridin-2-yl)-[1,3,5]triazin-2-ylamino]-pyridin-2-yl}-propan-2-ol C(C)(C)NC1=NC(=NC(=N1)C1=NC(=CC=C1)C(F)(F)F)NC1=CC(=NC=C1)CC(C)O